heptan-5,6-dien-3-ol CCC(CC=C=C)O